C(C1=CC=CC=C1)(=O)NCC1=CC=C(C(=O)NN(C(=O)OC(C)(C)C)CC)C=C1 tert-butyl 2-(4-(benzamidomethyl) benzoyl)-1-ethylhydrazine-1-carboxylate